(1R)-1-[3-(2-methoxyethoxy)-5-(1-methylpyrazol-4-yl)phenyl]ethanamine hydrochloride Cl.COCCOC=1C=C(C=C(C1)C=1C=NN(C1)C)[C@@H](C)N